5-((tert-butoxycarbonyl)amino)cyclohex-1-ene-1-carboxylate C(C)(C)(C)OC(=O)NC1CCC=C(C1)C(=O)[O-]